C(C)(C)(C)OC(=O)N1CC(C=2C3=C(C(NC2C1)=O)C=C(C=C3)F)N(C(=O)NC3=CC(=C(C=C3)F)C#N)C 1-(3-(3-cyano-4-fluorophenyl)-1-methylureido)-8-fluoro-6-oxo-1,4,5,6-tetrahydrobenzo[c][1,7]Naphthyridine-3(2H)-carboxylic acid tert-butyl ester